COC1=CC=C2C(=CC=NC2=C1)N1CCC(CC1)C(C#N)C 2-(1-(7-methoxyquinolin-4-yl)piperidin-4-yl)propanenitrile